BrC=1C=C(C(=NC1)N1CC(C1)N(C(OC(C)(C)C)=O)C)NS(N(C)C)(=O)=O tert-Butyl (1-(5-bromo-3-((N,N-dimethylsulfamoyl)amino) pyridin-2-yl)azetidin-3-yl)(methyl)carbamate